butyl 4-bromo-3-cyclopropyl-1H-pyrazole-1-carboxylate BrC=1C(=NN(C1)C(=O)OCCCC)C1CC1